BrC=1C(=NNC1C)C=1C2=CN(N=C2C=CC1)C[C@H](O)C1=CC=CC=C1 (1R)-2-[4-(4-bromo-5-methyl-1H-pyrazol-3-yl)-2H-indazol-2-yl]-1-phenylethan-1-ol